BrC1=NN(C(=N1)C(=O)OC)CC(=O)C1=CC(=CC=C1)C#N Methyl 3-bromo-1-(2-(3-cyanophenyl)-2-oxoethyl)-1H-1,2,4-triazole-5-carboxylate